1-(tert-butyl)-3-(3-ethoxyphenyl)-5-methyl-pyrazol-4-ol C(C)(C)(C)N1N=C(C(=C1C)O)C1=CC(=CC=C1)OCC